5-chloro-2-methyl-6-(1-methylcyclopentyl)-3-(4,4,5,5-tetramethyl-1,3,2-dioxaborolan-2-yl)pyridine ClC=1C=C(C(=NC1C1(CCCC1)C)C)B1OC(C(O1)(C)C)(C)C